tert-Butyl (S)-2-((4-(3-(4-cyclopropylpiperazin-1-yl)pyridin-2-yl)thiazol-2-yl)carbamoyl)azetidine-1-carboxylate C1(CC1)N1CCN(CC1)C=1C(=NC=CC1)C=1N=C(SC1)NC(=O)[C@H]1N(CC1)C(=O)OC(C)(C)C